2-(allylamino)-N-(4-(but-3-en-1-yloxy)pyridin-3-yl)pyrimidine-4-carboxamide C(C=C)NC1=NC=CC(=N1)C(=O)NC=1C=NC=CC1OCCC=C